OC1=C(C=O)C=CC=C1C=1C(=NC(=NC1)NC1=C(C=C(C=C1)N1CCC(CC1)N1CCN(CC1)C)OC)NC1=CC=CC=C1 2-hydroxy-3-(2-((2-methoxy-4-(4-(4-methylpiperazin-1-yl)piperidin-1-yl)phenyl)amino)-4-(phenylamino)pyrimidin-5-yl)benzaldehyde